2-methoxy-4-(1,4-dioxaspiro[4.5]decan-8-yl)benzoic acid COC1=C(C(=O)O)C=CC(=C1)C1CCC2(OCCO2)CC1